methyl 3-({4-[(tert-butoxycarbonyl)amino]-1-methylpyrrol-2-yl}formamido)propanoate C(C)(C)(C)OC(=O)NC=1C=C(N(C1)C)C(=O)NCCC(=O)OC